tert-butyl (2-(2-(2-(2,5-dioxo-2,5-dihydro-1H-pyrrol-1-yl)ethoxy)ethoxy)ethyl)carbamate O=C1N(C(C=C1)=O)CCOCCOCCNC(OC(C)(C)C)=O